[O-2].[Zn+2].[Cu+2].[Ni+2].[O-2].[O-2] nickel-copper-zinc oxide